4-tert-pentylcyclohexylacetate C(C)(C)(CC)C1CCC(CC1)CC(=O)[O-]